(S)-2-((2-Chloro-5-cyano-3-(2-methylpiperazin-1-yl)phenyl)amino)-4-(methylamino)pyrazolo[1,5-a][1,3,5]triazine-8-carbonitrile ClC1=C(C=C(C=C1N1[C@H](CNCC1)C)C#N)NC1=NC=2N(C(=N1)NC)N=CC2C#N